OC([C@@H](C1=CC=C(C=C1)OC([C@H](CCC)C([2H])([2H])[2H])([2H])[2H])NC(OC(C)(C)C)=O)(C)C tert-Butyl ((R)-2-hydroxy-2-methyl-1-(4-(((S)-2-(methyl-d3)pentyl-1,1-d2)oxy)phenyl)propyl)carbamate